O=C1NC(CCC1N1C(N(C2=C1C=CC(=C2)C#CCCCCCNC(OC(C)(C)C)=O)C)=O)=O Tert-butyl N-[7-[1-(2,6-dioxopiperidin-3-yl)-3-methyl-2-oxo-1,3-benzodiazol-5-yl]hept-6-yn-1-yl]carbamate